C(C)(C)N(C(=O)C1=CC=C(C=C1)S(=O)(=O)N1C[C@@H](CCC1)C(=O)OCC)C ethyl (R)-1-((4-(isopropyl(methyl)carbamoyl) phenyl)sulfonyl)piperidine-3-carboxylate